CC1=NC(=CC=C1S(=O)(=O)N1CC2(C1)CN(C2)[C@@H](C)[C@H]2COCCC2)C(F)(F)F 2-((2-methyl-6-(trifluoromethyl)pyridin-3-yl)sulfonyl)-6-((S)-1-((S)-tetrahydro-2H-pyran-3-yl)ethyl)-2,6-diazaspiro[3.3]heptane